piperazine-2-one trifluoroacetate salt FC(C(=O)O)(F)F.N1C(CNCC1)=O